FC1(CNCC[C@H]1CN1CCN(CC1)C1=C2CCN(C2=CC=C1)C(=O)OCC1=CC=CC=C1)F Benzyl 4-(4-{[(4S)-3,3-difluoropiperidin-4-yl]methyl}piperazin-1-yl)-2,3-dihydroindole-1-carboxylate